3-(2-aminoethoxy)1-(2-(3-fluoro-5-(trifluoromethyl)benzyl)pyridin-4-yl)-1H-pyrazole-4-carboxylic acid hydrochloride Cl.NCCOC1=NN(C=C1C(=O)O)C1=CC(=NC=C1)CC1=CC(=CC(=C1)C(F)(F)F)F